C(C)N(CCC(=O)N)CC 2-(diethylamino)ethylcarboxamide